C(=O)O.CC1(C[C@@H](CN1)N1CCCC2=CC(=CC(=C12)C1=C2C(=NC=C1)C=C(S2)CN2N=CC(=CC2=O)C(C)C)C#N)C (S)-1-(5,5-dimethylpyrrolidin-3-yl)-8-(2-((4-isopropyl-6-oxopyridazin-1(6H)-yl)methyl)thieno[3,2-b]pyridin-7-yl)-1,2,3,4-tetrahydroquinoline-6-carbonitrile, formic acid salt